ClC1=C(C(=O)N(C)C)C=C(C(=C1)F)[N+](=O)[O-] 2-chloro-4-fluoro-N,N-dimethyl-5-nitrobenzamide